4-(3-bromophenyl)-1-(methylsulfonyl)-1H-1,2,3-triazole BrC=1C=C(C=CC1)C=1N=NN(C1)S(=O)(=O)C